ClC=1N=C2C(=C(C(N(C2=CC1)C)=O)C#N)N1CCC(CC1)OC1=CC=CC=C1 6-chloro-1-methyl-2-oxo-4-(4-phenoxypiperidin-1-yl)-1,2-dihydro-1,5-naphthyridine-3-carbonitrile